BrC=1C=C2C(=CNC2=CC1)C1=CN=C(O1)C 5-bromo-3-(2-methyloxazol-5-yl)-indole